ClC=1C=C(C(=O)N2CC=3NC(N(C(C3C[C@H]2C)=O)C=2N=CC(=NC2)C(=O)OCC)=S)C=CC1Cl Ethyl (R)-5-(7-(3,4-dichlorobenzoyl)-6-methyl-4-oxo-2-thioxo-1,4,5,6,7,8-hexahydropyrido[3,4-d]pyrimidin-3(2H)-yl)pyrazine-2-carboxylate